5-{1-fluoro-3-hydroxy-7-[1-(4,4,4-trifluorobutane-1-sulfonyl)-2,5-dihydro-1H-pyrrol-3-yl]naphthalen-2-yl}-1λ6,2,5-thiadiazolidine-1,1,3-trione FC1=C(C(=CC2=CC=C(C=C12)C=1CN(CC1)S(=O)(=O)CCCC(F)(F)F)O)N1CC(NS1(=O)=O)=O